N1C(CCCC1)C1(CC1)C#N 1-(piperidin-2-yl)-cyclopropanecarbonitrile